(aminomethyl)-N-(3-(difluoromethoxy)cyclobutyl)-N-methylpyridin-2-amine NCC=1C(=NC=CC1)N(C)C1CC(C1)OC(F)F